methoxy-acrylate COC(C(=O)[O-])=C